C(CC(C)C)NC(C(=C)C)=O N-isoamyl-methacrylamide